(12aR)-8-fluoro-9-(1-methoxy-7-methylisoquinolin-8-yl)-3,4,12,12a-tetrahydro-6H-pyrazino[2,1-C][1,4]benzooxazepine-2(1H)-carboxylic acid tert-butyl ester C(C)(C)(C)OC(=O)N1C[C@@H]2COC3=C(CN2CC1)C=C(C(=C3)C=3C(=CC=C1C=CN=C(C31)OC)C)F